tert-butyl (3S,4S)-4-fluoro-3-((5-fluoro-4-(6-(3-hydroxycyclobutyl)-7-methoxyimidazo[1,2-b]pyridazin-3-yl)pyrimidin-2-yl)amino)piperidine-1-carboxylate F[C@@H]1[C@H](CN(CC1)C(=O)OC(C)(C)C)NC1=NC=C(C(=N1)C1=CN=C2N1N=C(C(=C2)OC)C2CC(C2)O)F